6-hydroxy-N-(naphthalen-1-ylmethyl)picolinamide OC1=CC=CC(=N1)C(=O)NCC1=CC=CC2=CC=CC=C12